C(C)(C)NCCCN1C=CC2=CC=C(C=C12)C(=O)O 1-(3-(isopropylamino)propyl)-1H-indole-6-carboxylic acid